ClC=1C=C(C#N)C=CC1OC[C@@H](C)OC1=CC(=CC=C1)N1C(=NC=C1)C (R)-3-chloro-4-(2-(3-(2-methyl-1H-imidazol-1-yl)phenoxy)propoxy)benzonitrile